oxolan-3-yl {6-[5-(difluoromethyl)-1,3,4-oxadiazol-2-yl]-1-oxo-1,3-dihydro-2H-isoindol-2-yl}[(4-fluorophenyl)methyl]carbamate FC(C1=NN=C(O1)C1=CC=C2CN(C(C2=C1)=O)N(C(OC1COCC1)=O)CC1=CC=C(C=C1)F)F